tributyl-(2-methylprop-2-enyl)-lambda4-stannane C(CCC)[Sn](CC(=C)C)(CCCC)CCCC